1,5-dichloro-2-pentanol ClCC(CCCCl)O